5-bromo-2-(isobutyryl-oxy)-3-((1-(4-(isobutyryloxy)phenyl)-4-methoxy-3-oxobutan-2-ylimino)methyl)phenyl nicotinate C(C1=CN=CC=C1)(=O)OC1=C(C(=CC(=C1)Br)C=NC(CC1=CC=C(C=C1)OC(C(C)C)=O)C(COC)=O)OC(C(C)C)=O